ClC1=NC(=NC(=C1)C1=CC=C(C=C1)C=1C=NC=CC1)C1=CC=CC=C1 chloro-2-phenyl-6-(4-(pyridin-3-yl)phenyl)pyrimidine